1-methyl-6-[1-(4-piperidylmethyl)-4-piperidyl]indazol CN1N=CC2=CC=C(C=C12)C1CCN(CC1)CC1CCNCC1